ethyl (3S)-3-[5-bromo-2-fluoro-3-(trifluoromethyl)phenyl]-3-[(tert-butoxycarbonyl)amino]propanoate BrC=1C=C(C(=C(C1)[C@H](CC(=O)OCC)NC(=O)OC(C)(C)C)F)C(F)(F)F